[Cl-].C(CCC)N1C(=[N+](C=C1)C)C 1-butyl-2,3-dimethylimidazolium chloride